C1(=CC=CC=C1)SSC1=CC=CC=C1.[Na] sodium phenyldisulfide